Br[Br+]Br tribroman-2-ium